The molecule is a member of the class of dithiocarbamate anions resulting from the deprotonation of both of the dithiocarbamic acid moieties of ethylenebis(dithiocarbamic acid). The major species at pH 7.3. It is a conjugate base of an ethylenebis(dithiocarbamic acid). C(CNC(=S)[S-])NC(=S)[S-]